COC=1C=C(CN2C3=C(C(=C(CC2=O)C(=O)OC)O)C=CC=C3)C=CC1OC Methyl 1-(3,4-dimethoxybenzyl)-5-hydroxy-2-oxo-2,3-dihydro-1H-benzo[b]azepine-4-carboxylate